biphenyl-2-amine C=1(C(=CC=CC1)N)C1=CC=CC=C1